5-(4-aminopiperidin-1-yl)-N-(4-morpholino-2-(trifluoromethyl)phenyl)pyrazolo[1,5-a]pyrimidine-3-carboxamide NC1CCN(CC1)C1=NC=2N(C=C1)N=CC2C(=O)NC2=C(C=C(C=C2)N2CCOCC2)C(F)(F)F